7-Chloro-N-(3-(1-((4-methyl-4H-1,2,4-triazol-3-yl)thio)ethyl)phenyl)quinoline-2-carboxamide ClC1=CC=C2C=CC(=NC2=C1)C(=O)NC1=CC(=CC=C1)C(C)SC1=NN=CN1C